1-(4-chlorophenyl)-2-oxo-1,2-dihydropyridine-3-carboxylic acid ClC1=CC=C(C=C1)N1C(C(=CC=C1)C(=O)O)=O